N1N=CC(=C1)C1=CC=C(C=C1)N1C(N(C2(C1)CCOCC2)CC2=CC(=CC(=C2)F)F)=O 3-(4-(1H-pyrazol-4-yl)phenyl)-1-(3,5-difluorobenzyl)-8-oxa-1,3-diazaspiro[4.5]decan-2-one